tert-butyl 3-(2-chloroacetamido)azetidine-1-carboxylate ClCC(=O)NC1CN(C1)C(=O)OC(C)(C)C